nitroquinoline lysine salt N[C@@H](CCCCN)C(=O)O.[N+](=O)([O-])C1=NC2=CC=CC=C2C=C1